CC1=NC(=NO1)C1=CC=C(CNC2=NC=NC(=C2)C(F)(F)F)C=C1 N-(4-(5-methyl-1,2,4-oxadiazol-3-yl)benzyl)-6-(trifluoromethyl)pyrimidin-4-amine